ClC=1C=C(C=2N(N1)C=CN2)C(=O)NC2=CC(=CC=C2)C2(CC(C2)C)C2=NN=CN2C 6-chloro-N-(3-((1s,3s)-3-methyl-1-(4-methyl-4H-1,2,4-triazol-3-yl)cyclobutyl)phenyl)imidazo[1,2-b]pyridazine-8-carboxamide